N-(4-methylphenylsulfonyl-oxy)diphenylmaleimide CC1=CC=C(C=C1)S(=O)(=O)ON1C(C(=C(C1=O)C1=CC=CC=C1)C1=CC=CC=C1)=O